(1,4-dimethylphenyl)-piperidine CC1(CC=C(C=C1)C)N1CCCCC1